N(=[N+]=[N-])C[C@H]1CN(C(O1)=O)C1=CC(=C(C=C1)N1CCOCC1)F (R)-5-(azidomethyl)-3-(3-fluoro-4-morpholinylphenyl)oxazolidin-2-one